C(#N)C1=CC=C(OC2(CCC(CC2)O)C#CC=2C=C(C=[NH+]C2)O)C=C1 5-((1-(4-cyanophenoxy)-4-hydroxycyclohexyl)ethynyl)-3-hydroxypyridinium